CN(C(=O)C1=C(C=CC=C1)C1=C(C2=C(NC(=N2)[C@@H](NC(=O)C=2C(=NOC2)CC)C2CCC(CC2)C)C=C1F)F)C N-[(S)-{5-[2-(dimethylcarbamoyl)phenyl]-4,6-difluoro-1H-benzoimidazol-2-yl}(4-methylcyclohexyl)methyl]-3-ethylisoxazole-4-carboxamide